FC1=C(C=CC(=C1)[C@H]1[C@H]([C@@H](OC2=CC(=CC=C12)O)C)C1=CC=CC=C1)N1CCC(CC1)CN1CCN(CC1)C=1C=C2CN(C(C2=CC1)=O)[C@@H]1C(NC(CC1)=O)=O (S)-3-(5-(4-((1-(2-fluoro-4-((2S,3S,4R)-7-hydroxy-2-methyl-3-phenylchroman-4-yl)phenyl)piperidin-4-yl)methyl)piperazin-1-yl)-1-oxoisoindolin-2-yl)piperidine-2,6-dione